CC(C)S(=O)[O-].[Na+] sodium propane-2-sulfinate